1-methoxy-4-(4-((5-methyl-1H-pyrazol-3-yl)amino)-7H-pyrrolo[2,3-d]pyrimidin-2-yl)cyclohex-3-enecarboxylic acid methyl ester COC(=O)C1(CC=C(CC1)C=1N=C(C2=C(N1)NC=C2)NC2=NNC(=C2)C)OC